OC1CC(CC(C1)(CO)C)(C)C 5-hydroxy-1,3,3-trimethylcyclohexanemethanol